C(#N)NC(CC[C@H]1O[C@@H]([C@H]([C@H]([C@@H]1O)O)O)OC1=CC=CC=C1)=O N-cyano-3-((2R,3S,4S,5S,6R)-3,4,5-trihydroxy-6-phenoxytetrahydro-2H-pyran-2-yl)propanamide